O1C(COCC1)CCOC=1C=NC=CC1C#N 3-[2-(1,4-Dioxacyclohexan-2-yl)ethoxy]pyridine-4-carbonitrile